COC1=CC=C(C=C1)[I+]C1=CC=CC=C1 (4-methoxyphenyl)-phenyliodonium